2-bromo-5-ethyl-7-oxo-4,7-dihydro-[1,2,4]triazolo[1,5-a]pyrimidine BrC1=NN2C(NC(=CC2=O)CC)=N1